BrC1=C(N(C2=NC=CC=C21)S(=O)(=O)C2=CC=C(C)C=C2)I bromo-2-iodo-1-tosyl-1H-pyrrolo[2,3-b]pyridine